4-(3-fluoropropyl)-2-methyl-8-(5-methylthiazol-2-yl)-3-oxo-N-((R)-1-(2-(trifluoromethyl)pyrimidin-5-yl)ethyl)-3,4-dihydro-2H-benzo[b][1,4]oxazine-6-carboxamide FCCCN1C2=C(OC(C1=O)C)C(=CC(=C2)C(=O)N[C@H](C)C=2C=NC(=NC2)C(F)(F)F)C=2SC(=CN2)C